5-((3-(5-(Trifluoromethyl)pyridin-2-yl)-1,2,4-oxadiazol-5-yl)amino)picolinonitrile FC(C=1C=CC(=NC1)C1=NOC(=N1)NC=1C=CC(=NC1)C#N)(F)F